N1(CCOCC1)CC1=CC=C(C=N1)B1OC(C)(C)C(C)(C)O1 6-[(4-morpholinyl)methyl]pyridine-3-boronic acid pinacol ester